2-(((2S,4s,6S)-6-(quinazolin-2-ylamino)spiro[3.3]heptan-2-yl)oxy)nicotinamide Ethyl-3-[3-bromo-1-[(4-chlorophenyl)methyl]-5-oxo-4,5-dihydro-1H-1,2,4-triazol-4-yl]propanoate C(C)OC(CCN1C(=NN(C1=O)CC1=CC=C(C=C1)Cl)Br)=O.N1=C(N=CC2=CC=CC=C12)NC1CC2(CC(C2)OC2=C(C(=O)N)C=CC=N2)C1